CC(C=O)CCCC(CC)C 2,6-dimethyl-octanal